ethylenediamine tetra-sodium [Na].[Na].[Na].[Na].C(CN)N